ClC=1C=NC(=NC1)[C@H]([C@H](C)S(=O)(=O)NC1=NN=C(N1C1=C(C=CC=C1F)F)COC)OC (1R,2S)-1-(5-chloropyrimidin-2-yl)-N-(4-(2,6-difluorophenyl)-5-(methoxymethyl)-4H-1,2,4-triazol-3-yl)-1-methoxypropane-2-sulfonamide